1-((5-(1-(2,6-dichlorophenyl)azetidin-3-yl)-4-methylpyridin-2-yl)methyl)-piperidine-4-carboxylic acid ClC1=C(C(=CC=C1)Cl)N1CC(C1)C=1C(=CC(=NC1)CN1CCC(CC1)C(=O)O)C